C(=O)C=1C(=C(C=C2C(=C(C(OC12)=O)CCC(=O)NCCOC)C)OCCN1CCOCC1)O 3-(8-formyl-7-hydroxy-4-methyl-6-(2-morpholinoethoxy)-2-oxo-2H-chromen-3-yl)-N-(2-methoxyethyl)propionamide